NC1=NC=C(C2=C1C(=C(N2C)C2=CC=C(C=C2)NC(=O)C(=C)F)C2=CC(=C(C=N2)C(=O)NCC(F)(F)F)OC)Br 6-(4-amino-7-bromo-2-{4-[(2-fluoroacrylamino)]phenyl}-1-methylpyrrolo[3,2-c]pyridin-3-yl)-4-methoxy-N-(2,2,2-trifluoroethyl)pyridine-3-carboxamide